Ethyl (E)-3-[5-chloro-2-(hydroxymethyl)phenyl]prop-2-enoate ClC=1C=CC(=C(C1)/C=C/C(=O)OCC)CO